cyclobutyl 6-((s)-2-((s)-4,4-difluoro-3-(6-oxo-1,6-dihydropyridin-3-yl)piperidin-1-yl)propanamido)nicotinate FC1([C@H](CN(CC1)[C@H](C(=O)NC1=NC=C(C(=O)OC2CCC2)C=C1)C)C1=CNC(C=C1)=O)F